4-bromophenol acrylate C(C=C)(=O)OC1=CC=C(C=C1)Br